iron (II) bis(hexylbutylphosphinate) C(CCCCC)P([O-])(=O)CCCC.C(CCCCC)P([O-])(=O)CCCC.[Fe+2]